O=C(CCCCC(=O)NCCOCCOCCNC(=O)C(C(=O)O)(CC)N1CCN(CCN(CCN(CC1)CC(=O)O)CC(=O)O)CC(=O)O)OC1=C(C(=CC(=C1F)F)F)F {[2-(2-{2-[6-oxo-6-(2,3,5,6-tetrafluorophenoxy)hexanamido]ethoxy}ethoxy)ethyl]carbamoyl}-2-[4,7,10-tris(carboxymethyl)1,4,7,10-tetraazacyclododecan-1-yl]butanoic acid